N1=CC=CC2=CC(=CC=C12)C=NNC(=O)C1=NC2=C3N=C(C=CC3=CC=C2C=C1)C(=O)NN=CC=1C=C2C=CC=NC2=CC1 N'2,N'9-Bis(quinolin-6-ylmethylene)-1,10-phenanthroline-2,9-dicarbohydrazide